C(C)(C)(C)C1=CC=2N(N=C1OCC1=NC=C(C(=O)N(C)C)C=C1)C(=NN2)C2=NOC(=C2)C 6-[7-tert-butyl-3-(5-methylisoxazol-3-yl)-[1,2,4]triazolo[4,3-b]pyridazin-6-yloxymethyl]-N,N-dimethylnicotinamide